1-methyl-2-(4-(3-(pyrrolidin-1-yl)propoxy)phenyl)quinolin-4(1H)-one CN1C(=CC(C2=CC=CC=C12)=O)C1=CC=C(C=C1)OCCCN1CCCC1